C(C)(C)(C)NC(CN1CCC(CC1)CNC(C1=C(C=CC=C1)F)=O)=O N-((1-(2-(tert-butylamino)-2-oxoethyl)piperidin-4-yl)methyl)-2-fluorobenzamide